3-(4-formylbenzyl)thiazol tert-butyl-(3R)-3-((5-(tetrahydrofuran-3-carbonyl)-7-((2-(trimethylsilyl)ethoxy)-methyl)-7H-pyrrolo[2,3-d]pyrimidin-4-yl)amino)piperidine-1-carboxylate C(C)(C)(C)C1N(CCC[C@H]1NC=1C2=C(N=CN1)N(C=C2C(=O)C2COCC2)COCC[Si](C)(C)C)C(=O)O.C(=O)C2=CC=C(CN1CSC=C1)C=C2